O=C1NC(CCC1N1C(C2=CC=CC(=C2C1)NC(CCN1CCNCC1)=O)=O)=O N-(2-(2,6-dioxopiperidin-3-yl)-1-oxoisoindolin-4-yl)-3-(piperazin-1-yl)propanamide